(2R,3S,4S,5R,6S)-2-(acetoxymethyl)-6-(4-((3-hydroxypropyl)amino)-2-((4-nitrophenoxy)methyl)phenoxy)tetrahydro-2H-pyran-3,4,5-triyl triacetate C(C)(=O)O[C@H]1[C@H](O[C@H]([C@@H]([C@H]1OC(C)=O)OC(C)=O)OC1=C(C=C(C=C1)NCCCO)COC1=CC=C(C=C1)[N+](=O)[O-])COC(C)=O